3-(3-hydroxypyrrolidin-1-yl)-2-(1H-pyrazol-3-yl)-8-(trifluoromethoxy)dibenzo[b,f][1,4]oxazepin-11(10H)-one OC1CN(CC1)C1=CC2=C(C(NC3=C(O2)C=CC(=C3)OC(F)(F)F)=O)C=C1C1=NNC=C1